5-{[(5-chlorothiophen-2-yl)methyl]amino}-1-(2,2-dimethylpropanoyl)-3-[1-(morpholine-4-carbonyl)piperidin-4-yl]-1H-pyrazole-4-carbonitrile ClC1=CC=C(S1)CNC1=C(C(=NN1C(C(C)(C)C)=O)C1CCN(CC1)C(=O)N1CCOCC1)C#N